C(C)(C)(C)[Si](C)(C)OC1=CC=C(C=C1)F tert-butyl-(4-fluorophenoxy)dimethylsilane